C(C)(C)(C)N1CCC(CC1)C1=C(C(=CC=C1)C(CC(C)(O)C1=C(C=C(C=C1)Cl)OC([2H])([2H])[2H])=O)O tert-Butyl-4-(3-(3-(4-chloro-2-(methoxy-d3)phenyl)-3-hydroxybutyryl)-2-hydroxyphenyl)piperidine